FC(C(=O)O)(F)F.ClC=1C(=C(C(=CC1N([C@@H]1CN(CC1)CC1=NC(=CC=C1)C)C)F)S(=O)(=O)NC1=NC=NS1)F (S)-3-chloro-2,6-difluoro-4-(methyl-(1-((6-methylpyridin-2-yl)methyl)pyrrolidin-3-yl)amino)-N-(1,2,4-thiadiazol-5-yl)benzenesulfonamide 2,2,2-trifluoroacetate